ClC1=CC(=C(C=2SC(=CC21)C(=O)N2CCN(CC2)C2=NC=CC=C2OC)F)C=2CN(CCC2)C(CCN2N=NC=C2)=O 1-(3-(4-Chloro-7-fluoro-2-(4-(3-methoxypyridin-2-yl)piperazine-1-carbonyl)benzo[b]thiophen-6-yl)-5,6-dihydropyridin-1(2H)-yl)-3-(1H-1,2,3-triazol-1-yl)propan-1-one